2-cyano-3,6-dimethylpyridine 1-oxide C(#N)C1=[N+](C(=CC=C1C)C)[O-]